5-allyl-4,4-dimethyl-7-(trifluoromethyl)-4,5-dihydrothiazolo[5,4-c]quinolin-2-amine C(C=C)N1C(C2=C(C=3C=CC(=CC13)C(F)(F)F)N=C(S2)N)(C)C